1-(4-fluoro-3-(3-morpholinylquinoxaline-6-carbonyl)phenyl)-3-(3-(trifluoromethyl)phenyl)urea FC1=C(C=C(C=C1)NC(=O)NC1=CC(=CC=C1)C(F)(F)F)C(=O)C=1C=C2N=C(C=NC2=CC1)N1CCOCC1